C(C)OC=1C(=NC(=CN1)C=1SC=CN1)NC1=NNC2=CC(=CC=C12)[C@@H]1C[C@@]12C(NC1=CC=C(C=C21)OC)=O (1R,2S)-2-(3-{[3-ethoxy-6-(1,3-thiazol-2-yl)pyrazin-2-yl]amino}-1H-indazol-6-yl)-5'-methoxyspiro[cyclopropane-1,3'-indol]-2'(1'H)-one